OC[C@]1(OC2=C(C1)C=C(C(=C2)N2CCOCC2)NC(=O)C2=CC=C1N2N=CC=C1)C N-[(2S)-2-(Hydroxymethyl)-2-methyl-6-morpholino-3H-benzofuran-5-yl]pyrrolo[1,2-b]pyridazine-7-carboxamide